(1aR,5aR)-2-Pyrazin-2-yl-1a,2,5,5a-tetrahydro-1H-2,3-diaza-cyclopropa[a]pentalene-4-carboxylic acid (1-methyl-1-pyridin-2-yl-ethyl)-amide CC(C)(C1=NC=CC=C1)NC(=O)C=1C=2C[C@@H]3[C@H](C2N(N1)C1=NC=CN=C1)C3